2-(2-chlorophenyl)-N-[4-(4,6-difluoro-1H-benzotriazol-1-yl)-3-sulfamoylphenyl]acetamide ClC1=C(C=CC=C1)CC(=O)NC1=CC(=C(C=C1)N1N=NC2=C1C=C(C=C2F)F)S(N)(=O)=O